2-(5'-bromo-4'-chloro-1'-(4-methoxybenzyl)-1',2'-dihydrospiro[cyclopentane-1,3'-pyrrolo[2,3-b]pyridin]-3-yl)acetonitrile BrC=1C(=C2C(=NC1)N(CC21CC(CC1)CC#N)CC1=CC=C(C=C1)OC)Cl